ClC(C)NCC(CCCl)[N+](=O)[O-] 1,5-dichloroethyl-3-nitroazapentane